C(CCCCCCCCCCCCCCCCCCCCCCCCCCCCCCC)OP(=O)([O-])[O-] Laccerylphosphat